NC1=CC(=NC(=C1C#N)C1=NC=CC(=N1)N1C[C@@H](CC1)O)C=1SC=CN1 (R)-4-amino-2-(4-(3-hydroxypyrrolidin-1-yl)pyrimidin-2-yl)-6-(thiazol-2-yl)nicotinonitrile